C(C(=C)C)(=O)OCCNC(/C(/C#N)=C/1\C2=CC=CC=C2SC=2C=CC(=CC12)Cl)=O (E)-2-(2-(2-chloro-9H-thioxanthen-9-ylidene)-2-cyanoacetamido)ethyl methacrylate